2,2-bis(octadecanoyloxymethyl)-1,3-propanediyl dioctadecanoate C(CCCCCCCCCCCCCCCCC)(=O)OCC(COC(CCCCCCCCCCCCCCCCC)=O)(COC(CCCCCCCCCCCCCCCCC)=O)COC(CCCCCCCCCCCCCCCCC)=O